(3-phenylbicyclo[1.1.1]pentan-1-yl)methyl ((2-(2,6-dioxopiperidin-3-yl)-3-oxoisoindolin-5-yl)methyl)carbamate O=C1NC(CCC1N1CC2=CC=C(C=C2C1=O)CNC(OCC12CC(C1)(C2)C2=CC=CC=C2)=O)=O